COC(C(C1=CC=CC=C1)(O)C1OC2=CC(=CC=C2C=C1)OC)=O 2-(7-methoxy-2H-chromenyl)-2-hydroxy-2-phenylacetic acid methyl ester